N[C@@H](C(=O)O)CCC1=CC=CC=C1 (R)-2-amino-4-phenylbutyric acid